C(CCCCCCC)OCC(C)O (octyloxy)propan-2-ol